2-[(3R)-3-[tert-butyl(diphenyl)silyl]oxypyrrolidin-1-yl]-N-[7-fluoro-2-(hydroxymethyl)indan-5-yl]acetamide [Si](C1=CC=CC=C1)(C1=CC=CC=C1)(C(C)(C)C)O[C@H]1CN(CC1)CC(=O)NC=1C=C2CC(CC2=C(C1)F)CO